4-[(2R)-bicyclo[2.2.1]hept-2-yloxy]-6-(prop-2-yloxy)quinoline-7-carboxamide C12[C@@H](CC(CC1)C2)OC2=CC=NC1=CC(=C(C=C21)OC(C)C)C(=O)N